O=C1NC(CCC1N1C(N(C2=C1C=CC(=C2)C2CCN(CC2)C2CCN(CC2)C(=O)OC(C)(C)C)C)=O)=O tert-butyl 4-(1-(2,6-dioxopiperidin-3-yl)-3-methyl-2-oxo-2,3-dihydro-1H-benzo[d]imidazol-5-yl)-[1,4'-bipiperidine]-1'-carboxylate